C(=C)C1=C(C(C2=NC3=CC=CC=C3C2=C1)=O)C1NCCC2=CC=CC=C12 vinyl-tetrahydroisoquinolinyl-carbazolone